BrC1=CC=C2C(=N1)N(N=C2)CC(F)(F)F 6-bromo-1-(2,2,2-trifluoroethyl)-1H-pyrazolo[3,4-b]pyridine